(E)-5-(3-(2-chloro-3-methoxyphenyl)acryloyl)-6-hydroxy-1,3-dimethylpyrimidine ClC1=C(C=CC=C1OC)/C=C/C(=O)C=1CN(CN(C1O)C)C